tert-butyl (S)-2-(((tert-butyldiphenylsilyl)oxy)methyl)-4-(4-fluorophenyl)-2,5-dihydro-1H-pyrrole-1-carboxylate [Si](C1=CC=CC=C1)(C1=CC=CC=C1)(C(C)(C)C)OC[C@H]1N(CC(=C1)C1=CC=C(C=C1)F)C(=O)OC(C)(C)C